COC(=O)C=1C=CC2=C(N(C=N2)CC2(CC2)OC)C1 1-((1-methoxycyclopropyl)methyl)-1H-benzo[d]imidazole-6-carboxylic acid methyl ester